ClC1=CC(=NC(=C1)N1CCNCC1)OCC1=C(C#N)C=CC=C1F (((4-chloro-6-(piperazin-1-yl)pyridin-2-yl)oxy)methyl)-3-fluorobenzonitrile